9-([1,1'-biphenyl]-2-yl)-9H,9'H-3,3'-bicarbazole C1(=C(C=CC=C1)N1C2=CC=CC=C2C=2C=C(C=CC12)C=1C=CC=2NC3=CC=CC=C3C2C1)C1=CC=CC=C1